4-(trifluoromethyl)-5,6,7,8-tetrahydroquinolin-2-yl triflate O(S(=O)(=O)C(F)(F)F)C1=NC=2CCCCC2C(=C1)C(F)(F)F